OC1=C(C=C(C=C1)O)C(CC1=CC(=CC=C1)O)=O 1-(2,5-dihydroxyphenyl)-2-(3-hydroxyphenyl)ethan-1-one